C(C=C)(=O)OCC[N+](CCCO)(CCOC(C=C)=O)CCOC(C=C)=O tris(2-acryloyloxyethyl)(3-hydroxypropyl)ammonium